C(C)OC(CC)OC(=O)COC(=O)C1C2C=CC(C1)C2 5-(1-ethoxypropyloxycarbonyl-methyloxycarbonyl)-bicyclo[2.2.1]Hept-2-ene